Cl.N[C@H](C(=O)OCN1N=CC(=C1)C=1SC=C(N1)C(NC=1C(=NN(C1)C1CCC(CC1)OCC)C1=NC(=CC=C1F)F)=O)C(C)(C)C (4-(4-((3-(3,6-difluoropyridin-2-yl)-1-((1r,4r)-4-ethoxycyclohexyl)-1H-pyrazol-4-yl)carbamoyl)thiazol-2-yl)-1H-pyrazol-1-yl)methyl (S)-2-amino-3,3-dimethylbutanoate hydrochloride